CC(C)=O propane-2-one